tri(o-methylphenyl)phosphine CC1=C(C=CC=C1)P(C1=C(C=CC=C1)C)C1=C(C=CC=C1)C